FC1(CCN(CCC1)C1=C(C(=O)NC2=CC(=CC=C2)[S@@](=O)(=N)C)C(=C(C=N1)C#CCO)C)F (R)-2-(4,4-difluoroazepan-1-yl)-5-(3-hydroxyprop-1-yn-1-yl)-4-methyl-N-(3-(S-methylsulfonimidoyl)phenyl)nicotinamide